C(=C)C1CC2C(OSO2)CC1 5-vinyl-hexahydro-1,3,2-benzodioxathiolane